ClC1=C(C(=CC=C1)Cl)N1C=2N(C3=C(C1=O)C=NC(=N3)NC3=CC=C1C(CN(CC1=C3)S(=O)(=O)C)(C)C)C=CN2 6-(2,6-dichlorophenyl)-2-{[4,4-dimethyl-2-(methyl-sulfonyl)-1,2,3,4-tetrahydroisoquinolin-7-yl]amino}imidazo[1,2-a]pyrimido[5,4-e]pyrimidin-5(6H)-one